FC1(N(NC(C1)(C)C1=C(C=CC=C1)N1C=NC=2C1=NC=C(C2)NC=2N=NC(=CC2)C)C(C)O)C#N 3-Fluoro-2-(1-hydroxyethyl)-5-[6-[(6-methylpyridazin-3-yl)amino]imidazo[4,5-b]pyridin-3-yl-phenyl]-5-methyl-pyrazole-3-carbonitrile